N-(5-(((5-(tert-butyl)oxazol-2-yl)methyl)thio)thiazol-2-yl)-1-((2-(2,6-dioxopiperidin-3-yl)-6-fluoro-1,3-dioxoisoindolin-5-yl)methyl)piperidine-4-carboxamide C(C)(C)(C)C1=CN=C(O1)CSC1=CN=C(S1)NC(=O)C1CCN(CC1)CC=1C=C2C(N(C(C2=CC1F)=O)C1C(NC(CC1)=O)=O)=O